2-((2-hexyldecyl)oxy)acetic acid C(CCCCC)C(COCC(=O)O)CCCCCCCC